3-methyl-benzyl alcohol CC=1C=C(CO)C=CC1